FC1=CC=C(O[C@H](C)C2=NN=C3N2C=CC=C3C(F)(F)F)C=C1 ((R)-1-(4-fluorophenoxy)ethyl)-8-(trifluoromethyl)[1,2,4]triazolo[4,3-a]pyridine